3,6,8,11,14,16,19,22,24,27-Decaoxa-7,15,23-triphosphanonacosane-1,29-diol Phosphorus [P].C(COCCOPOCCOCCOPOCCOCCOPOCCOCCO)O